ClC1=CC=C2C(C(NC2=C1)=O)(CC(C(CC)C)=O)O 6-chloro-3-hydroxy-3-(3-methyl-2-oxopentyl)-2,3-dihydro-1H-indol-2-one